tert-butyl 3-(2-(2-(7-bromo-5-chlorohept-6-ynamido)ethoxy)ethoxy)propanoate BrC#CC(CCCC(=O)NCCOCCOCCC(=O)OC(C)(C)C)Cl